(5S)-5-(3,5-difluorophenyl)-2-(1-methyl-2-oxabicyclo[2.1.1]hexan-4-yl)-2,5,6,7-tetrahydro-3H-pyrrolo[2,1-c][1,2,4]triazol-3-one FC=1C=C(C=C(C1)F)[C@@H]1CCC2=NN(C(N21)=O)C21COC(C2)(C1)C